ClC1=C(C=CC(=C1)C(F)(F)F)NC(CN1C(=C(C(N2N=C(N=C12)C=1C=C2COCC2=CC1)=O)N1CCNCC1)CC)=O N-[2-chloro-4-(trifluoromethyl)phenyl][2-(1,3-dihydro-5-isobenzofuranyl)-6-ethyl-4-oxo-5-(1-piperazinyl)-1,3,3a,7-tetraaza-7-indenyl]acetamide